C(C1=CC=CC=C1)N1N=C(C(=C1)C1=C(C=C(N)C=C1)F)C 4-(1-benzyl-3-methyl-1H-pyrazol-4-yl)-3-fluoroaniline